1-[6-chloro-3-(1,1-difluoroethyl)-2-pyridyl]-5-methyl-pyrazole-3-carbonitrile ClC1=CC=C(C(=N1)N1N=C(C=C1C)C#N)C(C)(F)F